(R)-N-(4-morpholinophenyl)-5-(piperidin-3-ylamino)pyrazolo[1,5-a]pyrimidine-3-carboxamide O1CCN(CC1)C1=CC=C(C=C1)NC(=O)C=1C=NN2C1N=C(C=C2)N[C@H]2CNCCC2